methyl 5-(4-fluorobenzyl)-6-((2-(pyrrolidin-1-yl)ethyl)amino)nicotinate FC1=CC=C(CC=2C(=NC=C(C(=O)OC)C2)NCCN2CCCC2)C=C1